BrC(CCCCCCCCCCCCCCC(Br)(Br)Br)(Br)Br hexabromohexadecane